OCC=1C=CC(=C(C1)B(O)O)OC (5-(hydroxymethyl)-2-methoxyphenyl)boronic acid